P-((5-(5-(chlorodifluoromethyl)-1,2,4-oxadiazol-3-yl)pyridin-2-yl)methyl)-N-(3-chlorophenyl)-P-methylphosphinic amide ClC(C1=NC(=NO1)C=1C=CC(=NC1)CP(NC1=CC(=CC=C1)Cl)(=O)C)(F)F